6,7-dichloro-5-(2,6-difluoro-3-methoxy-phenyl)-1-methyl-3H-1,4-benzodiazepine-2-One ClC1=C(C=CC2=C1C(=NCC(N2C)=O)C2=C(C(=CC=C2F)OC)F)Cl